1,3-dimethylbenzimidazolium chloride [Cl-].C[N+]1=CN(C2=C1C=CC=C2)C